5-bromo-N-[(1R)-1-[3-(difluoromethyl)-2-fluoro-phenyl]ethyl]-4-methoxy-1H-indazole-7-carboxamide BrC=1C(=C2C=NNC2=C(C1)C(=O)N[C@H](C)C1=C(C(=CC=C1)C(F)F)F)OC